1,7-diisopropyl-naphthalene C(C)(C)C1=CC=CC2=CC=C(C=C12)C(C)C